CN1C(CC(CC1(C)C)OC(C(=C)C)=O)(C)C methacrylic acid 1,2,2,6,6-pentamethyl-4-piperidyl ester